1-[5-isobutyl-2-(2H-tetrazol-5-yl)-phenyl]-4-(pyridazin-3-ylmethyl)-1,4-diazepane C(C(C)C)C=1C=CC(=C(C1)N1CCN(CCC1)CC=1N=NC=CC1)C=1N=NNN1